N-((1r,4r)-4-(difluoromethoxy)cyclohexyl)-2-(1-methyl-7-oxo-3-((5-(trifluoromethyl)pyridin-2-yl)amino)-1,7-dihydro-6H-pyrazolo[4,3-d]pyrimidin-6-yl)acetamide FC(OC1CCC(CC1)NC(CN1C=NC2=C(C1=O)N(N=C2NC2=NC=C(C=C2)C(F)(F)F)C)=O)F